C1=CC(=C(C=C1[N+](=O)[O-])NC(=O)CCl)F 2-chloro-N-(2-fluoro-5-nitrophenyl)acetamide